[Na+].S(=O)(=O)(OCCCCCCCCCCCC)[O-].[Na+].C(CCCCCCCCCCC)OS(=O)(=O)[O-] sodium dodecyl sulfate, sodium salt